rac-Ethyl 2-(4,7-dichloro-6-(4-(2-(3-(1-hydroxyethyl)azetidin-1-yl)ethyl)phenyl)-2H-indazol-2-yl)-2-((R)-6-fluoro-6,7-dihydro-5H-pyrrolo[1,2-c]imidazol-1-yl)acetate ClC=1C2=CN(N=C2C(=C(C1)C1=CC=C(C=C1)CCN1CC(C1)C(C)O)Cl)C(C(=O)OCC)C1=C2N(C=N1)C[C@@H](C2)F